O=C(C(C)O)O oxopropan-1,2-diol